6-Trifluoromethoxytryptamine FC(OC=1C=C2NC=C(CCN)C2=CC1)(F)F